3,5-Dichloro-N-[2-(4-formylcyclohexyl)-6-(1-hydroxy-1-methyl-ethyl)indazol-5-yl]benzamide ClC=1C=C(C(=O)NC2=CC3=CN(N=C3C=C2C(C)(C)O)C2CCC(CC2)C=O)C=C(C1)Cl